2,5-bis(4-methylaminophenyl)-1,3,4-oxadiazole CNC1=CC=C(C=C1)C=1OC(=NN1)C1=CC=C(C=C1)NC